2-(6-bromo-5-ethyl-2-(2-methoxypyridin-4-yl)-7-oxo-[1,2,4]triazolo[1,5-a]pyrimidin-4(7H)-yl)-N-(2-chloro-4-(trifluoromethyl)phenyl)acetamide BrC1=C(N(C=2N(C1=O)N=C(N2)C2=CC(=NC=C2)OC)CC(=O)NC2=C(C=C(C=C2)C(F)(F)F)Cl)CC